o-methylbenzyllithium CC1=C(C[Li])C=CC=C1